BrCC1(CCN(CCC1)C(=O)OC(C)(C)C)F tert-butyl 4-(bromomethyl)-4-fluoroazepane-1-carboxylate